(S)-tert-Butyl 4-((S)-1-ethoxy-1-oxohex-4-en-3-yl)-2,2-dimethyloxazolidine-3-carboxylate C(C)OC(C[C@@H](C=CC)[C@@H]1N(C(OC1)(C)C)C(=O)OC(C)(C)C)=O